(S)-2-((4-((1H-indazol-5-yl)ethynyl)-[2,4'-bipyrimidin]-2'-yl)amino)-1-(3-hydroxypyrrolidin-1-yl)ethan-1-one N1N=CC2=CC(=CC=C12)C#CC1=NC(=NC=C1)C1=NC(=NC=C1)NCC(=O)N1C[C@H](CC1)O